tert-butyl 4-(((6aR,8R)-2-chloro-6a-(fluoromethyl)-5,6,6a,7,8,9-hexahydro-pyrrolo[1',2':4,5]pyrazino[2,3-c]pyridazin-8-yl)amino)piperidine-1-carboxylate ClC=1C=C2C(=NN1)NC[C@@]1(N2C[C@@H](C1)NC1CCN(CC1)C(=O)OC(C)(C)C)CF